6-(2-(4-((4-((((S)-1,1-dioxidotetrahydrothiophen-3-yl)amino)methyl)phenyl)ethynyl)phenyl)-3-hydroxypropyl)-5-hydroxypyrimidin-4(3H)-one O=S1(C[C@H](CC1)NCC1=CC=C(C=C1)C#CC1=CC=C(C=C1)C(CC1=C(C(NC=N1)=O)O)CO)=O